C(C1=CC=CC=C1)C1(CCN(CC1)C(=O)OC(C)(C)C)N(C)C1=NC=C2C(=N1)N(N=C2C2=C(C(=C(C(=C2)C(F)(F)F)F)OCC2=CC=CC=C2)F)C tert-Butyl 4-benzyl-4-((3-(3-(benzyloxy)-2,4-difluoro-5-(trifluoromethyl)phenyl)-1-methyl-1H-pyrazolo[3,4-d]pyrimidin-6-yl)(methyl)amino)piperidine-1-carboxylate